ClC=1C=C(C=CC1Cl)C1(OC(=C(C1=O)O)N)C 2-(3,4-dichlorophenyl)-2-methyl-4-hydroxy-5-amino-3(2H)-furanone